2-((5-(4-(aminomethyl)-1-oxo-1,2-dihydro-phthalazin-6-yl)pyridin-3-yl)oxy)benzonitrile NCC1=NNC(C2=CC=C(C=C12)C=1C=C(C=NC1)OC1=C(C#N)C=CC=C1)=O